CC1=C(C(=NO1)C=1C=NC(=CC1)C)COC=1N=CC(=NC1)C(=O)N 5-((5-methyl-3-(6-methylpyridin-3-yl)isoxazol-4-yl)methoxy)pyrazine-2-carboxamide